carbon, cerium salt [Ce].[C]